CC1=C(OC2=C(C#N)C=CC(=C2)N2C(NC(=CC2=O)C(F)(F)F)=O)C(=CC=C1)C 2-(2,6-Dimethylphenoxy)-4-[2,6-dioxo-4-(trifluoromethyl)-3,6-dihydropyrimidin-1(2H)-yl]benzonitrile